2-[2-hydroxy-4-propyloxyphenyl]-4,6-bis(2,4-dimethylphenyl)-1,3,5-triazine OC1=C(C=CC(=C1)OCCC)C1=NC(=NC(=N1)C1=C(C=C(C=C1)C)C)C1=C(C=C(C=C1)C)C